C(C)(C)C1=C(C(=C(C=C1OC)C)OC)O 2-isopropyl-3,6-dimethoxy-5-methylphenol